CC1=C(OC=2C=C(C=C(C2C1=O)O)O)C1=CC(OC)=C(O)C=C1 methylChrysoeriol